3-fluoro-2,2-dimethylbutanoic acid FC(C(C(=O)O)(C)C)C